[Pt].[Ag].[Pd] palladium-silver-platinum